Tetrahydro-2-oxo-3-furancarboxylic acid O=C1OCCC1C(=O)O